1-phenyl-benzene-1,4-diamine C1(=CC=CC=C1)C1(CC=C(C=C1)N)N